NCCN1CC2=CC(=CC=C2C2(CCN(CC2)C2CCC(CC2)C(C)C)C1=O)F 2-(2-amino-ethyl)-7-fluoro-1'-((1s,4s)-4-isopropyl-cyclohexyl)-1,2-dihydro-3H-spiro[isoquinoline-4,4'-piperidin]-3-one